OC=1C=CN(C1)CC1=CC=C(C=C1)C1=C(N=CS1)C 4-hydroxy-N-(4-(4-methylthiazol-5-yl)benzyl)pyrrole